3-(4-(aminomethyl)phenyl)-6-((1-(2-fluoro-4-(piperidin-1-yl)benzyl)-4-hydroxypiperidin-4-yl)methyl)-2-methyl-2,6-dihydro-7H-pyrazolo[4,3-d]pyrimidin-7-one dihydrochloride Cl.Cl.NCC1=CC=C(C=C1)C=1N(N=C2C1N=CN(C2=O)CC2(CCN(CC2)CC2=C(C=C(C=C2)N2CCCCC2)F)O)C